C(CCCC)OC1=CC=2C3=C(C(=CC=C3C3=C(C=C(C=C3C2C=C1OCCCCC)OCCCCC)C=1SC=CC1)OCCCCC)OCCCCC 2,3,6,11,12-pentakis(pentyloxy)-8-(thiophen-2-yl)triphenylene